C(C)C=1C[C@H]2CC([C@H]2C1)=O (1S,5R)-3-ethyl-bicyclo[3.2.0]heptane-3-en-6-one